C(C)(C)(C)NC(=O)N[C@H]1CN(CC1)C([C@@H](C)OC1=CC=C2C(=CC=NC2=C1)C1=C(C=C(C=C1)F)Cl)=O 1-tert-butyl-3-[(3R)-1-[(2R)-2-[[4-(2-chloro-4-fluoro-phenyl)-7-quinolyl]oxy]propanoyl]pyrrolidin-3-yl]urea